C(C)(C)OC(=O)C1(CC=CCC1)C(=O)O 3-cyclohexene-1,1-dicarboxylic acid isopropyl ester